C(C)(C)(C)C1=CC=C(C=C1)C1=NC(=CC2=CC=CC=C12)CNC(OC(C)(C)C)=O tert-butyl ((1-(4-(tert-butyl)phenyl)isoquinolin-3-yl)methyl)carbamate